4-{4-[(2,4-dioxothiazolidin-5-yl)methyl]phenoxy}-N-[3-fluoro-4-(trifluoromethoxy)phenyl]piperidin-1-carboxamide O=C1SC(C(N1)=O)CC1=CC=C(OC2CCN(CC2)C(=O)NC2=CC(=C(C=C2)OC(F)(F)F)F)C=C1